1,2-Dimethyl-ethylenediamine CC(C(N)C)N